C(C=C)(=O)OCCC(C(C(C(C(C(C(C(F)(F)F)(F)F)(F)F)(F)F)(F)F)(F)F)(F)F)(F)F 2-(perfluorooctyl)-ethyl acrylate